3,3-difluoro-1-(4-(1-methyl-4-(trifluoromethyl)-1H-imidazol-2-yl)phenyl)cyclobutane-1-carbonyl azide FC1(CC(C1)(C(=O)N=[N+]=[N-])C1=CC=C(C=C1)C=1N(C=C(N1)C(F)(F)F)C)F